FC1(CC1)C(CC(=O)OCC)(C)O ethyl 3-(1-fluorocyclopropyl)-3-hydroxy-butanoate